(S)-4-amino-3-methyl-N-(1-methyl-1H-pyrazol-4-yl)-N-(6-(trifluoromethyl)-2,3-dihydrobenzofuran-3-yl)imidazo[1,5-a]quinoxaline-8-carboxamide NC=1C=2N(C3=CC(=CC=C3N1)C(=O)N([C@@H]1COC3=C1C=CC(=C3)C(F)(F)F)C=3C=NN(C3)C)C=NC2C